tert-butyl 1-(4-(benzofuran-2-yl)phenoxy)-3-methylbutan-2-ylcarbamate O1C(=CC2=C1C=CC=C2)C2=CC=C(OCC(C(C)C)NC(OC(C)(C)C)=O)C=C2